OC[C@H]1CN(CC[C@H]1O)C=1C=CC=2C(=NC(=CN2)NCC2=CC=C3C=CNC3=C2)N1 (3R,4R)-3-(hydroxymethyl)-1-{3-[(1H-indol-6-ylmethyl)amino]pyrido[2,3-b]pyrazin-6-yl}piperidin-4-ol